2-(2,6-Dichlorophenyl)-9-(1-(1-methoxy-2-methylpropan-2-yl)-1H-pyrazol-4-yl)imidazo[2,1-f][1,6]naphthyridine-3-carboxamide ClC1=C(C(=CC=C1)Cl)C=1N=C2C=3C=C(C=NC3C=CN2C1C(=O)N)C=1C=NN(C1)C(COC)(C)C